{3-[(3S)-3-amino-1,3-dihydrospiro[indene-2,4'-piperidine]-1'-yl]-6-[(2-amino-3-chloropyridin-4-yl)sulfanyl]pyridin-2-yl}methanol N[C@@H]1C2=CC=CC=C2CC12CCN(CC2)C=2C(=NC(=CC2)SC2=C(C(=NC=C2)N)Cl)CO